C(C(C)(C)C)(=O)OCN1N=NC(=C1)C1CN(CC1)C=1OC(=NN1)C=1C=NC(=NC1)NC1CC2=CC=CC=C2C1 (4-(1-(5-(2-((2,3-Dihydro-1H-inden-2-yl)amino)pyrimidin-5-yl)-1,3,4-oxadiazol-2-yl)pyrrolidin-3-yl)-1H-1,2,3-triazol-1-yl)methyl pivalate